C(C=1C(C(=O)OCCO)=CC=CC1)(=O)OCCO.[Na] Sodium bishydroxyethyl phthalate